IC1=CC=C2C=C(C(N(C2=C1)C1=C(C=CC=C1)C)=O)C(=O)[O-] 7-iodo-1-(2-methylphenyl)-2-oxo-1,2-dihydroquinoline-3-carboxylate